FC(C(=O)O)(F)F.N1CC(C1)CN1CC2C(C1)CN(C2)C2=NC=CC(=N2)COC2=CC=C(C=C2)C(C)(C)C=2C=C(C#N)C=C(C2)Cl 3-(2-(4-((2-(5-(azetidin-3-ylmethyl)hexahydropyrrolo[3,4-c]pyrrol-2(1H)-yl)pyrimidin-4-yl)methoxy)phenyl)propan-2-yl)-5-chlorobenzonitrile trifluoroacetate